tert-Butyl 2-(3-carbamoyl-5-(pyridin-3-yl)-1H-pyrazol-1-yl)acetate C(N)(=O)C1=NN(C(=C1)C=1C=NC=CC1)CC(=O)OC(C)(C)C